ClC=1C(=C(C=CC1)NC(=S)C1=C(CCNC1=O)NCC1=C(C=NC=C1)OCCCNC(OC(C)(C)C)=O)OC tert-butyl [3-({4-[({5-[(3-chloro-2-methoxyphenyl)carbamothioyl]-6-oxo-1,2,3,6-tetrahydropyridin-4-yl}amino)methyl]pyridin-3-yl}oxy)propyl]carbamate